FC=1C=C(C(=C(C1)O)C=1C=C2C(=NN1)N(N=C2)[C@H]2CNCCC2)C (R)-5-fluoro-3-methyl-2-(1-(piperidin-3-yl)-1H-pyrazolo[3,4-c]pyridazin-5-yl)phenol